N-{4-[7-(1-acetylpiperidin-4-yl)-4-aminopyrrolo[2,1-f][1,2,4]triazin-5-yl]phenyl}-1-(4-fluorophenyl)-2-oxo-1,2-dihydropyridine-3-carboxamide C(C)(=O)N1CCC(CC1)C1=CC(=C2C(=NC=NN21)N)C2=CC=C(C=C2)NC(=O)C=2C(N(C=CC2)C2=CC=C(C=C2)F)=O